C(C)C12CC(CN2C(C2=C1SC(=C2)C2=NC(=NC=C2C(F)(F)F)N[C@@H]2[C@@H](CN(CC2)S(=O)(=O)C)C)=O)NC 8a-Ethyl-2-(2-(((3R,4S)-3-methyl-1-(methylsulfonyl)piperidin-4-yl)amino)-5-(trifluoromethyl)pyrimidin-4-yl)-7-(methylamino)-6,7,8,8a-tetrahydro-4H-thieno[2,3-a]pyrrolizin-4-one